6-(4-chlorophenyl)-N-[(3R,4S)-4-hydroxytetrahydrofuran-3-yl]-3-oxo-2-(pyridin-3-yl)-2,3-dihydropyridazine-4-carboxamide ClC1=CC=C(C=C1)C=1C=C(C(N(N1)C=1C=NC=CC1)=O)C(=O)N[C@@H]1COC[C@H]1O